di(t-butyl)silane C(C)(C)(C)[SiH2]C(C)(C)C